(S)-3-((tert-butyldimethylsilyloxy)methyl)cyclopentanone [Si](C)(C)(C(C)(C)C)OC[C@@H]1CC(CC1)=O